(R)-4-benzyl-3-((S)-2-((6-chloro-5-fluoropyridin-3-yl)methyl)-5-((1-(4-methoxybenzyl)-3-(5-methylpyridazin-4-yl)-1H-pyrazol-5-yl)amino)pentanoyl)oxazolidin-2-one C(C1=CC=CC=C1)[C@H]1N(C(OC1)=O)C([C@@H](CCCNC1=CC(=NN1CC1=CC=C(C=C1)OC)C1=CN=NC=C1C)CC=1C=NC(=C(C1)F)Cl)=O